ClC1=CC(=NC=N1)NC(C)=O N-(6-chloropyrimidin-4-yl)acetamide